C(=O)(O)C=1C=C(C=C(C1)C(=O)O)B(O)O (3,5-dicarboxyphenyl)boronic acid